(6S,7S)-6-((2-fluoro-[1,1'-biphenyl]-3-yl)methyl)-N-((1-methoxy-cyclopropyl)methyl)-7-(methyl-sulfonamido)-5-azaspiro[2.4]heptane-5-carboxamide FC1=C(C=CC=C1C[C@@H]1N(CC2(CC2)[C@@H]1NS(=O)(=O)C)C(=O)NCC1(CC1)OC)C1=CC=CC=C1